3-benzyloxy-6-chloro-pyridazine C(C1=CC=CC=C1)OC=1N=NC(=CC1)Cl